2-(2-Diethylamino-ethylamino)-N-(3-methoxy-phenyl)-nicotinamide C(C)N(CCNC1=C(C(=O)NC2=CC(=CC=C2)OC)C=CC=N1)CC